3-amino-8-chloro-4-(7-fluoro-1H-indazol-4-yl)-6-methyl-1H-benzo[h]quinolin-2-one NC=1C(NC2=C3C(=C(C=C2C1C1=C2C=NNC2=C(C=C1)F)C)C=C(C=C3)Cl)=O